methyl 2-(3-(((tert-butoxycarbonyl)amino)methyl)phenyl)benzofuran-4-carboxylate C(C)(C)(C)OC(=O)NCC=1C=C(C=CC1)C=1OC=2C(C1)=C(C=CC2)C(=O)OC